(R)-N-(4-(3-((6-(1H-Pyrazol-4-yl)-5-(pyrrolidin-1-yl)-[1,2,4]triazolo[1,5-a]pyridin-2-yl)amino)piperidine-1-carbonyl)phenyl)acrylamide N1N=CC(=C1)C=1C=CC=2N(C1N1CCCC1)N=C(N2)N[C@H]2CN(CCC2)C(=O)C2=CC=C(C=C2)NC(C=C)=O